C1(CC1)C1=C(C(=O)OC)C=C(C(=C1)CN1CCC2(CN(C(N2)=O)C2=CC=C(C=C2)I)CC1)OCC methyl 2-cyclopropyl-5-ethoxy-4-((3-(4-iodophenyl)-2-oxo-1,3,8-triazaspiro[4.5]decan-8-yl)methyl)benzoate